N[C@@H]1CN(CC1)C1=CC2=C(N=C(S2)CNC(=O)C2(CC3=CC=CC=C3C2)CC(=O)O)C=C1 2-[2-[[6-[(3S)-3-aminopyrrolidin-1-yl]-1,3-benzothiazol-2-yl]methylcarbamoyl]indan-2-yl]acetic acid